C(C1=CC=CC=C1)C(C(=O)OCC)(C(=O)OCC)OC[C@H]1O[C@H]([C@@H]([C@]1(C#C)OC(C)=O)OC(C)=O)N1C2=NC(=NC(=C2N=C1)N(C(=O)OC(C)(C)C)C(=O)OC(C)(C)C)Cl diethyl 2-benzyl-2-(((2r,3r,4r,5r)-3,4-diacetoxy-5-(6-(bis(tert-butoxycarbonyl) amino)-2-chloro-9H-purin-9-yl)-3-ethynyltetrahydrofuran-2-yl) methoxy)-malonate